ClC1=NC(=NC2=CC3=C(C=C12)N(C(C3(OC)CC)=O)C)C 4-chloro-8-ethyl-8-methoxy-2,6-dimethyl-6,8-dihydro-7H-pyrrolo[2,3-g]quinazolin-7-one